(E)-3-(3-Chloro-4-hydroxyphenyl)-1-(4-morpholin-4-ylphenyl)prop-2-en-1-one ClC=1C=C(C=CC1O)/C=C/C(=O)C1=CC=C(C=C1)N1CCOCC1